3-bromo-2-(4-methoxyphenyl)-7-methylimidazo[1,2-a]pyridine BrC1=C(N=C2N1C=CC(=C2)C)C2=CC=C(C=C2)OC